ClC1=C(C(=O)NC2=NN=NN2C)C=CC(=C1S(=O)(=O)CCC)S(=O)(=O)C 2-chloro-N-(1-methyl-1H-tetrazol-5-yl)-4-methylsulfonyl-3-propylsulfonyl-benzamide